N-methyl-2-[3-[(E)-2-[5-[2-(4-methylpiperazin-1-yl)ethoxy]-2-pyridyl]vinyl]-1-tetrahydropyran-2-yl-indazol-6-yl]thiobenzamide CNC(C1=C(C=CC=C1)C1=CC=C2C(=NN(C2=C1)C1OCCCC1)\C=C\C1=NC=C(C=C1)OCCN1CCN(CC1)C)=S